C(C)(=O)N[C@@H]1[C@H](CC(C(O)=O)(O)O[C@H]1[C@H](O)[C@](O)(CO)C(C)=O)O 5-N-acetyl-8-acetyl-neuraminic acid